FC1(CCN(CC1)C1=C(C(=O)N(C)C)C=CC(=C1)NC(C1=C(C=C(C=C1)NS(=O)(=O)CC)N1CCC2(CC2)CC1)=O)F 2-(4,4-difluoropiperidin-1-yl)-4-(4-(ethylsulfonamido)-2-(6-azaspiro[2.5]octan-6-yl)benzamido)-N,N-dimethylbenzamide